N-{(3S,4S)-4-[(2'-ethoxy-4'-fluorobiphenyl-4-yl)oxy]tetra-hydrofuran-3-yl}propane-2-sulfonamide C(C)OC1=C(C=CC(=C1)F)C1=CC=C(C=C1)O[C@H]1[C@H](COC1)NS(=O)(=O)C(C)C